NCCCN1C(C=CC1=O)=O 1-(3-aminopropyl)-2,5-dihydro-1H-pyrrole-2,5-dione